FC1CC(N(C1)C(=O)C12CC(C1)(C2)COC)C2=CC(=CC=C2)F (4-Fluoro-2-(3-fluorophenyl)pyrrolidin-1-yl)(3-(methoxymethyl)-bicyclo[1.1.1]pentan-1-yl)methanone